OC1=C(CN2CCN(CC2)C(=O)OC)C=CC=C1NC(=O)NC=1C=NC(=CC1)C Methyl 4-(2-hydroxy-3-(3-(6-methylpyridin-3-yl)ureido)benzyl)piperazine-1-carboxylate